n-octadecyl-amine hydroiodide I.C(CCCCCCCCCCCCCCCCC)N